FC1=C(C=CC(=C1F)OC1=NC=CC=C1C1=NC(=NC=C1)NC1CCNCC1)NS(=O)(=O)CC1=CC=CC=C1 N-(2,3-difluoro-4-((3-(2-(4-piperidylamino)pyrimidin-4-yl)-2-pyridyl)oxy)phenyl)-1-phenyl-methanesulfonamide